C1(=CC=C(C=C1)CNC(C1=CN=C(C(=C1)OC)Cl)=O)C1=CC=CC=C1 N-([1,1'-Biphenyl]-4-ylmethyl)-6-chloro-5-methoxynicotinamide